3-(4-amino-3-propoxyphenoxy)propane-1-sulfonic acid NC1=C(C=C(OCCCS(=O)(=O)O)C=C1)OCCC